FC(C=1C=C(C=C(C1)C(F)(F)F)C1CCN(CC1)C(=O)C1=NNC2=C1CN(CC2)S(=O)(=O)C)(F)F (4-(3,5-bis(trifluoromethyl)phenyl)piperidin-1-yl)(5-(methylsulfonyl)-4,5,6,7-tetrahydro-1H-pyrazolo[4,3-c]pyridin-3-yl)methanone